FC(C(C(F)(F)F)OC(C(=C)C)=O)(S(=O)(=O)[O-])F.C1(=CC=CC=C1)[S+](C1=CC=CC=C1)C1=CC=CC=C1 triphenylsulfonium 1,1,3,3,3-pentafluoro-2-methacryloxypropane-1-sulfonate